N[C@@H]1CN(C[C@H](C1)F)C1=C2C(=C(NC2=C(C=C1F)C(=O)O)C)Cl 4-((3S,5S)-3-amino-5-fluoropiperidin-1-yl)-3-chloro-5-fluoro-2-methyl-1H-indole-7-carboxylic acid